ClC=1C(=C(C=CC1)SC)I (3-chloro-2-iodophenyl)(methyl)sulfane